ClC1=C(C(=O)NC2=C3C=NN(C3=CC=C2)C2=C(C=C(C=C2)OC(F)(F)F)C)C=C(C=C1)CNC(C(C)(C)C)=O 2-chloro-5-{[(2,2-dimethylpropanoyl)amino]methyl}-N-{1-[2-methyl-4-(trifluoromethoxy)phenyl]-1H-indazole-4-yl}benzamide